BrC1=CC=C(C=N1)O[C@@H]1C[C@H](CCC1)C(=O)OC(C)C |r| (+/-)-isopropyl (1S,3S)-3-((6-bromopyridin-3-yl)oxy)cyclohexane-1-carboxylate